ClC1=CC(=C(C=N1)C#CC1OCCCC1O)N1CCC(CC1)(C)CO ((6-chloro-4-(4-(hydroxymethyl)-4-methylpiperidin-1-yl)pyridin-3-yl)ethynyl)tetrahydro-2H-pyran-3-ol